FC(C(=O)[O-])(F)F.C(CCCCCCCC)(=O)OCC(CC(=O)O[C@H]1C[NH2+]C[C@H](C1)OC(CC(COC(CCCCCCCC)=O)COC(CCCCCCCC)=O)=O)COC(CCCCCCCC)=O (3R,5S)-3,5-bis((4-(Nonanoyloxy)-3-((nonanoyloxy)methyl)butanoyl)oxy)piperidin-1-ium trifluoroacetate